benzyl 4-((tert-butyldiphenylsilyl)oxy)-2-(methoxymethyl)-2-methylpiperidine-1-carboxylate [Si](C1=CC=CC=C1)(C1=CC=CC=C1)(C(C)(C)C)OC1CC(N(CC1)C(=O)OCC1=CC=CC=C1)(C)COC